amino-acetic acid ethyl ester C(C)OC(CN)=O